Cl.FC(C1=NC=CC(=C1)OC1CC2(CC1)CCNCC2)(F)F 2-((2-(trifluoromethyl)pyridin-4-yl)oxy)-8-azaspiro[4.5]decane hydrochloride